5-[[(2R,3S)-2-[(1R)-1-[3,5-bis(trifluoromethyl)phenyl]ethoxy]-3-(4-fluorophenyl)-4-morpholinyl]methyl]-1,2-dihydro-3H-1,2,4-triazole FC(C=1C=C(C=C(C1)C(F)(F)F)[C@@H](C)O[C@@H]1[C@@H](N(CCO1)CC1=NCNN1)C1=CC=C(C=C1)F)(F)F